N-methyl-N-(p-chlorophenyl)glycine CN(CC(=O)O)C1=CC=C(C=C1)Cl